bromodimethylaminoethyl acrylate C(C=C)(=O)OCC(N(C)C)Br